trans-nitroalcohol [N+](=O)([O-])O